C1(=CC=CC=C1)N(C1=CC(=C(C=C1)C1=CC=CC=C1)C1=CC=CC=C1)C1=CC=C(C=C1)C=1C(=CC=CC1)C1=CC=C(C=C1)N(C1=CC=CC=C1)C1=CC(=C(C=C1)C1=CC=CC=C1)C1=CC=CC=C1 4,4''-bis{N-phenyl-N-(2-phenyl-biphenyl-4-yl)amino}-1,1':2',1''-terphenyl